NC1=C(C=C(C=N1)C=1C=NC(=CC1)F)C(=O)N[C@@H]1[C@H](CCC1)OCC1=CC=C(C=C1)Br 6-amino-N-{(1S,2S)-2-[(4-bromophenyl)methoxy]cyclopentyl}-6'-fluoro[3,3'-bipyridine]-5-carboxamide